O=C1NC(CCC1NC1=CC=C(CN2CCN(CC2)C2CCN(CC2)C2=CC=C(C(=O)NC=3C4=C(NN3)CN(C4)C([C@@H](C4=CC=CC=C4)OC)=O)C=C2)C=C1)=O 4-(4-(4-(4-((2,6-dioxopiperidin-3-yl)amino)benzyl)piperazin-1-yl)piperidin-1-yl)-N-(5-((R)-2-methoxy-2-phenylacetyl)-1,4,5,6-tetrahydropyrrolo[3,4-c]pyrazol-3-yl)benzamide